Cl.NC(CO)(CO)C=1N=NN(C1)CCCCCCCCCC 2-amino-2-(1-decyl-1H-1,2,3-triazol-4-yl)propane-1,3-diol hydrochloride